ClC(=C(C1=CC=CC=C1)C1SCCCS1)C1=CC=CC=C1 2-(2-chloro-1,2-diphenylvinyl)-1,3-dithiane